O1CCCC1 rac-(3S)-tetrahydrofuran